COC1=CC=C(CN(S(=O)(=O)C2=CC(=CC3=CC=C(C=C23)C#N)C(=O)N)CC2=CC=C(C=C2)OC)C=C1 4-(N,N-bis(4-methoxybenzyl)sulfamoyl)-6-cyano-2-naphthalamide